ClC1=NS(C2=C(N1)C(=C(C=C2)F)CC2=C(C=CC=C2)Cl)(=O)=O 3-chloro-5-(2-chlorobenzyl)-6-fluoro-4H-benzo[e][1,2,4]thiadiazine 1,1-dioxide